1-(2-methoxy-1,1-dimethyl-ethyl)pyrrole-3-carboxylic acid COCC(C)(C)N1C=C(C=C1)C(=O)O